O[C@@H](CN1N=C(C=C1)NC([C@H](CC(C)C)N1C(C=C(C1)OC1=C(C=CC=C1)Cl)=O)=O)CO (S)-2-[4-(2-chloro-phenoxy)-2-oxo-2,5-dihydro-pyrrol-1-yl]-4-methyl-pentanoic acid [1-((S)-2,3-dihydroxypropyl)-1H-pyrazol-3-yl]-amide